C1(CC1)C[C@@H](C(=O)OCC1=CC=NC=C1)NC(C[C@H]1N(C(CC1)=O)CC1=C(C(=CC=C1)F)F)=O Pyridin-4-ylmethyl (S)-3-cyclopropyl-2-(2-((S)-1-(2,3-difluorobenzyl)-5-oxopyrrolidin-2-yl)acetamido)propanoate